C1(CC1)N1N=C(C=C1NC=1N=CC2=C(N1)NC=C2C(F)(F)F)C(C)(C)N2N=CC=N2 1-cyclopropyl-3-[2-(2H-1,2,3-triazol-2-yl)propan-2-yl]-N-[5-(trifluoromethyl)-7H-pyrrolo[2,3-d]pyrimidin-2-yl]-1H-pyrazol-5-amine